C1(CCCCC1)[C@@H](C(=O)NC1=CC=C(C=C1)C=1C(=NNC1C)C)NC(=O)N1CCCCC1 N-[(1S)-1-cyclohexyl-2-[4-(3,5-dimethyl-1H-pyrazol-4-yl)anilino]-2-oxo-ethyl]piperidine-1-carboxamide